N-{5-[(1R,3R)-3-[4-(trifluorometh-yl)phenyl]cyclobutoxy]-1H-indol-3-yl}pyridine-3-carboxamide FC(C1=CC=C(C=C1)C1CC(C1)OC=1C=C2C(=CNC2=CC1)NC(=O)C=1C=NC=CC1)(F)F